1-chloro-1-deoxy-D-fructose ClCC(=O)[C@@H](O)[C@H](O)[C@H](O)CO